C(C=C)OC1=C(C(=O)NC2=C(C=CC=C2)C(NC2=CC(=CC=C2)S(=O)(=O)C(F)(F)F)=O)C=CC=C1 2-(Allyloxy)-N-(2-((3-((trifluoromethyl)sulfonyl)phenyl)carbamoyl)phenyl)benzamide